Cl.COC=1C=C2C(=NC(=NC2=CC1OC)C(F)(F)F)N1CCN(CCC1)S(=O)(=O)N 4-(6,7-dimethoxy-2-(trifluoromethyl)quinazolin-4-yl)-1,4-diazacycloheptane-1-sulfonamide hydrochloride